[C@@H]12N[C@@H]([C@@H](CC1)C2)C(=O)N2CC(CC2)C2=CC(=C1C=NN(C1=C2)C)C2=C(C(=O)N(C(C)C)CC)C=C(C=C2)F 2-(6-{1-[(1R,3S,4S)-2-azabicyclo[2.2.1]heptane-3-carbonyl]pyrrolidin-3-yl}-1-methyl-1H-indazol-4-yl)-N-ethyl-5-fluoro-N-(isopropyl)benzamide